ClC=1C(=CC=C2N=CC(=NC12)C=1C=NN(C1)C1CC(C1)=O)OC=1C=CC2=C(NC(=N2)C)C1 3-(4-(8-chloro-7-((2-methyl-1H-benzo[d]imidazol-6-yl)oxy)quinoxalin-2-yl)-1H-pyrazol-1-yl)cyclobutan-1-one